6-{[3,5-bis(trifluoromethyl)phenyl](cyclopropylmethyl)amino}pyridine-3-carboxylic Acid FC(C=1C=C(C=C(C1)C(F)(F)F)N(C1=CC=C(C=N1)C(=O)O)CC1CC1)(F)F